C(C)OC=1C(=C2C(=NC1)NC=C2C(=O)C2=C(C=C(C=C2)OC2=C(C=CC=C2)F)C)N[C@H]2CO[C@@H](CC2)CO (5-ethoxy-4-(((3R,6S)-6-(hydroxymethyl)tetrahydro-2H-pyran-3-yl)amino)-1H-pyrrolo[2,3-b]pyridin-3-yl)(4-(2-fluorophenoxy)-2-methylphenyl)methanone